C1(=CC=CC=C1)C=1C(=NC=CC1)C(CC)C1=NC=CC=C1C=1NC2=C(N1)C=CC=C2.[Pt+2] platinum(II) {(phenylpyridinyl)[(benzimidazolyl)pyridinyl]propane}